COC1=CC=C(CC(OC2=CC=CC=N2)OC(=O)NCC2=CC=C(C=C2)N(C)C)C=C1 6-[(4-methoxybenzyl)(4-dimethylaminobenzyl)aminocarbonyloxymethoxy]pyridine